7-Ethyl-2-(2-isopropylpyridin-3-yl)-9-(4-(1-methyl-4-(trifluoromethyl)-1H-imidazol-2-yl)benzyl)-7,9-dihydro-8H-purin-8-one C(C)N1C(N(C2=NC(=NC=C12)C=1C(=NC=CC1)C(C)C)CC1=CC=C(C=C1)C=1N(C=C(N1)C(F)(F)F)C)=O